C(C)N(CC)CC1=CC=C(C=C1)C1=C(C=CC=C1)PC(COCC(PC1=C(C=CC=C1)C1=CC=C(C=C1)CN(CC)CC)PC1=C(C=CC=C1)C1=CC=C(C=C1)CN(CC)CC)PC1=C(C=CC=C1)C1=CC=C(C=C1)CN(CC)CC bis[2-(4-diethylaminomethylphenyl)phenylphosphino]ethyl ether